N-(3-(2-(bicyclo[1.1.1]pentan-1-yl)-5-(2-((2,2-dioxido-2-thiaspiro[3.3]heptan-6-yl)amino)pyrimidin-4-yl)thiazol-4-yl)-2-fluorophenyl)-2-cyclopropyl-6-fluorobenzenesulfonamide C12(CC(C1)C2)C=2SC(=C(N2)C=2C(=C(C=CC2)NS(=O)(=O)C2=C(C=CC=C2F)C2CC2)F)C2=NC(=NC=C2)NC2CC1(CS(C1)(=O)=O)C2